2-(((3S,6S,7aS,8aR,9aR)-3-(3-(3-methylisoxazol-5-yl)azetidine-1-carbonyl)-5-oxodecahydro-1H-cyclopropa[d]pyrrolo[1,2-a]azocin-6-yl)carbamoyl)benzo[b]thiophen CC1=NOC(=C1)C1CN(C1)C(=O)[C@@H]1CC[C@H]2N1C([C@H](C[C@H]1[C@@H](C2)C1)NC(=O)C1=CC2=C(S1)C=CC=C2)=O